6-azabicyclo[3.2.1]octane-7-on C12CCCC(NC1=O)C2